3-[5-fluoro-3-(4-methyl-3,4-dihydro-2H-pyrido[3,2-b][1,4]oxazin-7-yl)pyridin-2-yl]-3-methoxy-5,5-dimethyl-6-oxocyclohex-1-ene-1-carbonitrile FC=1C=C(C(=NC1)C1(C=C(C(C(C1)(C)C)=O)C#N)OC)C1=CC=2OCCN(C2N=C1)C